C1(=CCCCC1)C(C(CC)=O)=O cyclohexenyl-butane-1,2-dione